C(C1=CC=CC=C1)N1CCN(CC1)C(=O)C1=CC2=C(N(N=N2)C2=NC(=NC(=C2)C=2OC=CC2)N)C=C1 4-[5-(4-benzylpiperazine-1-carbonyl)-1H-1,2,3-benzotriazol-1-yl]-6-(furan-2-yl)Pyrimidin-2-amine